tert-butyl (R)-3-((1-methyl-1H-pyrazol-4-yl)oxy)pyrrolidine-1-carboxylate CN1N=CC(=C1)O[C@H]1CN(CC1)C(=O)OC(C)(C)C